5-acetylamino-6-fluoro-1-hydroxyl-2,3-dihydro-1H-indene-1-carboximidic acid ethyl ester C(C)OC(=N)C1(CCC2=CC(=C(C=C12)F)NC(C)=O)O